Racemic-tert-butyl (2R,5S)-5-methyl-2-[2-(1,5,5-trimethyl-3-piperidyl)indazol-6-yl]piperidine-1-carboxylate C[C@H]1CC[C@@H](N(C1)C(=O)OC(C)(C)C)C=1C=CC2=CN(N=C2C1)[C@H]1CN(CC(C1)(C)C)C |&1:23|